NC1=CC=C(C(=O)NC=2C=C(C(=O)NC3=CC=C(C=C3)S(NC3=CC=CC=C3)(=O)=O)C=CC2)C=C1 3-(4-aminobenzamido)-N-(4-(N-phenylsulfamoyl)phenyl)benzamide